N-{[4-(furan-2-yl)phenyl]methyl}-6-methyl-4-[(1-methyl-1H-imidazol-5-yl)methyl]-1-(2-methylpropanoyl)piperazine-2-carboxamide O1C(=CC=C1)C1=CC=C(C=C1)CNC(=O)C1N(C(CN(C1)CC1=CN=CN1C)C)C(C(C)C)=O